(R)-8-(1-((2-(4-((tert-butyldimethylsilyl)oxy)piperidin-1-yl)-4-fluorophenyl)amino)ethyl)-6-fluoro-3-methyl-2-(4-methyltetrahydro-2H-pyran-4-yl)quinazolin-4(3H)-one [Si](C)(C)(C(C)(C)C)OC1CCN(CC1)C1=C(C=CC(=C1)F)N[C@H](C)C=1C=C(C=C2C(N(C(=NC12)C1(CCOCC1)C)C)=O)F